C(CCC)[Li] butyl-lithium